OC[C@H](C1=CC=CC=C1)NC1=NC(=NC=C1C(=O)NC(C)C)NC1=CC(=C(C=C1)S(=O)(=O)C)C 4-[[(1S)-2-hydroxy-1-phenyl-ethyl]amino]-N-isopropyl-2-(3-methyl-4-methylsulfonyl-anilino)pyrimidine-5-carboxamide